5-[1,1-dimethylethyl]-3R-phenyl-3,6-dihydro-[1,4]oxazine-2-one CC(C)(C)C1=N[C@@H](C(OC1)=O)C1=CC=CC=C1